(Z)-3-fluoro-N-(2-(3-((2-methoxy-4-(methylsulfonyl)phenyl)amino)prop-1-yn-1-yl)-3-(2,2,2-trifluoroethyl)benzo[b]thiophen-7-yl)-1-methylpiperidin-4-amine FC1CN(CCC1NC1=CC=CC2=C1SC(=C2CC(F)(F)F)C#CCNC2=C(C=C(C=C2)S(=O)(=O)C)OC)C